C(C1=CC=CC=C1)N1CC(C(CC1)(F)F)C1=NN=C(O1)C=1C(=CC2=C(N(C([C@H](CS2)NC(OC(C)(C)C)=O)=O)CC2=CC=C(C=C2)Cl)C1)F tert-butyl N-[(3R)-7-[5-(1-benzyl-4,4-difluoro-3-piperidyl)-1,3,4-oxadiazol-2-yl]-5-[(4-chlorophenyl)methyl]-8-fluoro-4-oxo-2,3-dihydro-1,5-benzothiazepin-3-yl]carbamate